7,8-Dichloro-10-(2-methyl-2H-1,2,3-triazol-4-yl)-3,4,5,6-tetrahydroazepino[4,5-b]indol-2(1H)-one ClC1=C(C=C(C=2C3=C(NC12)CCNC(C3)=O)C3=NN(N=C3)C)Cl